BrC1=CC=C(S1)C(=O)NC=1C=CC=C2C=CC(=NC12)C(=O)O 8-(5-Bromothiophene-2-carboxamido)quinoline-2-carboxylic acid